NC1=NC=CC=C1C1=NC=2C(=NC(=CC2)C2=CC=CC=C2)N1C1=CC=C(C(=O)NC2=C(C=C(C(=O)OC)C=C2)F)C=C1 methyl 4-(4-(2-(2-aminopyridin-3-yl)-5-phenyl-3H-imidazo[4,5-b]pyridin-3-yl)benzamido)-3-fluorobenzoate